N1=C(C)C(O)=C(C=O)C(CO)=C1 Pyridoxal